4-(5-hydroxy-6-methoxy-3-methyl-4-nitrobenzothiophen-2-yl)-2-methyl-4-oxobutanoic acid OC=1C(=CC2=C(C(=C(S2)C(CC(C(=O)O)C)=O)C)C1[N+](=O)[O-])OC